CC1(OCC2=CC(=CC=C12)CNC1=NC=NC2=C1SC=1N=NC(=C(C12)C)C)C N-[(1,1-dimethyl-3H-isobenzofuran-5-yl)methyl]-3,4-dimethyl-pyrimido[4',5':4,5]thieno[2,3-c]pyridazin-8-amine